C1(=CC=CC=C1)C(C)C1=CC=C(C(=C1)C(C)C1=CC=CC=C1)O 4,6-bis(1-phenylethyl)phenol